2-amino-9-[(2R,3R,4S,5R)-3,4-dihydroxy-5-(hydroxymethyl)-tetrahydrofuran-2-yl]-1H-purin-6-one NC=1NC(C=2N=CN(C2N1)[C@@H]1O[C@@H]([C@H]([C@H]1O)O)CO)=O